N-[(1-ethylazetidin-3-yl)methyl]-6,7-dimethoxy-1H,2H,3H-cyclopenta[b]quinolin-9-amine C(C)N1CC(C1)CNC1=C2C(=NC=3C=C(C(=CC13)OC)OC)CCC2